4-(tert-butyl) 8-Methyl (S)-5-isopropyl-2,3-dihydrobenzo[f][1,4]oxazepine-4,8(5H)-dicarboxylate C(C)(C)[C@@H]1N(CCOC2=C1C=CC(=C2)C(=O)OC)C(=O)OC(C)(C)C